C(C=C)(=O)OCCN(C)C N,N-DIMETHYLAMINOETHYL ACRYLATE